N-[4-(3-Cyanophenyl)-5-[2-(hydroxymethyl)-6-(trifluoromethyl)-4-pyridyl]thiazol-2-yl]-2-oxa-6-azaspiro[3.3]heptan-6-carboxamid C(#N)C=1C=C(C=CC1)C=1N=C(SC1C1=CC(=NC(=C1)C(F)(F)F)CO)NC(=O)N1CC2(COC2)C1